3-Oxo-1-oxa-4,9-diaza-spiro[5.5]undecane-9-carboxylic acid tert-butyl ester C(C)(C)(C)OC(=O)N1CCC2(CNC(CO2)=O)CC1